CN(CC)[Nb+2](N(C)CC)N(C)CC tris(methylethylamino)niobium (V)